C(C)N(C(C1=C(C=CC(=C1)F)OC1=C(N=CN=N1)N1CC2(CN(C2)[C@@H](C(C)C)CCCN(C)[C@@H](CO)COC)CC1)=O)C(C)C N-ethyl-5-fluoro-2-((5-(2-((R)-6-(((S)-1-hydroxy-3-methoxypropan-2-yl)(methyl)amino)-2-methylhexan-3-yl)-2,6-diazaspiro[3.4]oct-6-yl)-1,2,4-triazin-6-yl)oxy)-N-isopropylbenzamide